C(CCCCCCCC)N1CC(CCC1)C(=O)O 1-nonyl-3-piperidinecarboxylic acid